(1R,4R,7R)-2-{2-[1-(cyclopropylmethyl)-1H-indol-2-yl]-7-methoxy-1-{[1-(3-methoxybenzoyl)azetidin-3-yl]methyl}-1H-1,3-benzodiazole-5-carbonyl}-2-azabicyclo[2.2.1]heptan-7-amine C1(CC1)CN1C(=CC2=CC=CC=C12)C1=NC2=C(N1CC1CN(C1)C(C1=CC(=CC=C1)OC)=O)C(=CC(=C2)C(=O)N2[C@@H]1CC[C@H](C2)[C@H]1N)OC